[Ni](Cl)Cl.CCC propane nickel (II) chloride